oxalic acid diisocyanate fluoroborate F[B-](F)(F)F.C(C(=O)N=C=O)(=O)N=C=O